3-[6-[2-hydroxy-6-methyl-4-(trifluorometh-yl)phenyl]pyrazolo[3,4-b]pyridin-2-yl]bicyclo[1.1.1]pentane-1-carbonitrile OC1=C(C(=CC(=C1)C(F)(F)F)C)C=1C=CC=2C(N1)=NN(C2)C21CC(C2)(C1)C#N